FC=1C=C(C=CC1)C1=CC(=C(S1)C(=O)N[C@@H]1CNCCC1)NC(=O)N (S)-5-(3-fluorophenyl)-N-(piperidin-3-yl)-3-ureidothiophene-2-carboxamide